CN(C(CNC(=O)C1=C(C=C2CCN3C(C2=C1)=C(C=C3C(=O)N3[C@@](CCC3)(C)CC)C=3SC=CC3)OC)=O)C N-[2-(dimethylamino)-2-oxo-ethyl]-3-[(2S)-2-ethyl-2-methyl-pyrrolidine-1-carbonyl]-8-methoxy-1-(2-thienyl)-5,6-dihydropyrrolo[2,1-a]isoquinoline-9-carboxamide